C(CCCCCCCCC)OC=1C=C(CN2C(C3=CC=CC=C3C2=O)=O)C=C(C1)OCCCCCCCCCC 2-(3,5-Bis(decyloxy)benzyl)isoindoline-1,3-dione